N6-(9-anthranylmethyl)adenosine C1=CC=CC2=CC3=CC=CC=C3C(=C12)CNC=1C=2N=CN([C@H]3[C@H](O)[C@H](O)[C@@H](CO)O3)C2N=CN1